6-Bromo-N-((1s,3s)-3-methoxycyclobutyl)-2-(1-methyl-1H-imidazol-2-yl)-5-phenylthieno[2,3-d]pyrimidin-4-amine BrC1=C(C2=C(N=C(N=C2NC2CC(C2)OC)C=2N(C=CN2)C)S1)C1=CC=CC=C1